1-(4-(benzoxazol-2-yl)phenyl)-3-(4-t-butylstyryl)-5-(4-t-butylphenyl)-pyrazoline O1C(=NC2=C1C=CC=C2)C2=CC=C(C=C2)N2NC(=CC2C2=CC=C(C=C2)C(C)(C)C)C=CC2=CC=C(C=C2)C(C)(C)C